dichloro-di-tert-butyl-(4-dimethylaminophenyl)palladium (II) dichloride ClC(C(C)(C)[Pd-3](C1=CC=C(C=C1)N(C)C)(C(C)(C)C)(Cl)Cl)Cl